3-methyl-6-nitrobenzoic acid CC=1C=C(C(=O)O)C(=CC1)[N+](=O)[O-]